Indium Oxide Hydrate O.[O-2].[In+3].[O-2].[O-2].[In+3]